ClC=1C=C(C=C2C=CC=NC12)C=1N=C(C(=NC1C1=CC=CC=C1)N)OCCN1CCCC1 5-(8-chloroquinolin-6-yl)-6-phenyl-3-(2-(pyrrolidin-1-yl)ethoxy)pyrazin-2-amine